NC1=NC(=NC(=C1S(=O)(=O)O)N)O 4,6-diamino-2-hydroxy-5-Pyrimidinesulfonic acid